2-(benzotriazol-1-yl)-N-[(5-fluoro-2-pyridyl)methyl]-N-[4-(1H-imidazol-4-yl)phenyl]acetamide N1(N=NC2=C1C=CC=C2)CC(=O)N(C2=CC=C(C=C2)C=2N=CNC2)CC2=NC=C(C=C2)F